ClC(=O)OCC1=CC=CC=C1 Benzyl chloroformate